COC=1C=C(C=CC1)CCNC(=S)NC1=CC=C(C=C1)[N+](=O)[O-] 1-(3-Methoxyphenylethyl)-3-(4-nitrophenyl)thiourea